2-((13-(isobutyldimethylsilyl)tridecyl)oxy)ethyl hydrogen ((((R)-1-(6-amino-9H-purin-9-yl)propan-2-yl)oxy)methyl)phosphonate NC1=C2N=CN(C2=NC=N1)C[C@@H](C)OCP(OCCOCCCCCCCCCCCCC[Si](C)(C)CC(C)C)(O)=O